C(C)(C)(C)OC(=O)N1C(CCCC1)CN1N=CC(=C1)C1=NC2=C(C(=CC=C2N=C1)O)Br ((4-(8-bromo-7-hydroxyquinoxalin-2-yl)-1H-pyrazol-1-yl)methyl)piperidine-1-carboxylic acid tert-butyl ester